C(C1=CC=CC=C1)O[C@H]1C[C@@H](N(C1)C(=O)OC(C)(C)C)COC1=C(C(=C(C(=C1)C)F)O[C@@H](C=O)C)C(=O)OC tert-butyl (2R,4S)-4-(benzyloxy)-2-((4-fluoro-2-(methoxycarbonyl)-5-methyl-3-(((R)-1-oxo Propan-2-yl)oxy)phenoxy)methyl)pyrrolidine-1-carboxylate